2,3-PYRIDINEDICARBOXALDEHYDE N1=C(C(=CC=C1)C=O)C=O